4-((1H-indol-5-yl)methyl)-6-(3-methoxyphenyl)pyrimidine-2,4-diamine N1C=CC2=CC(=CC=C12)CC1(NC(=NC(=C1)C1=CC(=CC=C1)OC)N)N